ClC1=C(C(=O)NCC(=O)N[C@@H](CC(C)C)B2OC([C@H]3CNC[C@H](C(O2)=O)N3C)=O)C=C(C=C1)Cl 2,5-dichloro-N-(2-(((R)-3-methyl-1-((1R,7R)-11-methyl-2,6-dioxo-3,5-dioxa-9,11-diaza-4-borabicyclo[5.3.1]undecan-4-yl)butyl)amino)-2-oxoethyl)benzamide